C(C)(C)(C)OC(=O)N1[C@H](CN(C[C@H]1C)C1=C2C=CC=NC2=C(C=N1)C(=O)OC)C methyl 5-[(3S,5R)-4-tert-butoxycarbonyl-3,5-dimethyl-piperazin-1-yl]-1,6-naphthyridine-8-carboxylate